P(=O)(O)(O)C1=C(N=C(N1)C(CC(=O)N)C(=O)N)NC1[C@H](O)[C@H](O)[C@H](O1)CO phosphoribosylaminoimidazolesuccinamide